6-BENZOXY-5-FLUOROPYRIDINE-3-BORONIC ACID C(C1=CC=CC=C1)OC1=C(C=C(C=N1)B(O)O)F